3,3-dimethyl-2-hexanol CC(C(C)O)(CCC)C